2-[3-(2,6-dioxo-3-piperidyl)-2-methylphenoxy]acetic acid O=C1NC(CCC1C=1C(=C(OCC(=O)O)C=CC1)C)=O